F[C@@H]1CN(CC[C@H]1NC=1C=2C=C(N(C2C=CC1)CC(F)(F)F)C#CCNC1=C(C=C(C=C1)S(=O)(=O)C)OC)C N-((3R,4R)-3-fluoro-1-methylpiperidin-4-yl)-2-(3-((2-methoxy-4-(methylsulfonyl)phenyl)amino)prop-1-yn-1-yl)-1-(2,2,2-trifluoroethyl)-1H-indol-4-amine